N1N=CC(=C1)C=1N=CC2=C(N1)N(C=C2)COCC[Si](C)(C)C (1H-pyrazol-4-yl)-7-((2-(trimethylsilyl)ethoxy)-methyl)-7H-pyrrolo[2,3-d]pyrimidine